ClC=1SC(=C(N1)CCNC(CC1=CC(=CC=C1)O)=O)Cl N-[2-(2,5-dichloro-1,3-thiazol-4-yl)ethyl]-2-(3-hydroxyphenyl)acetamide